BrC1=CC(=C(C=C1F)C=N[S@@](=O)C(C)(C)C)OC (S-2S)-N-[1-(4-Bromo-5-fluoro-2-methoxyphenyl)methylidene]-2-methylpropane-2-sulfinamide